COCOC(=O)C1=C(C(=C(C(=C1C)C)OC(=O)C=1C=2CCCC2C(=CC1C)O)C)C.C(#N)C=1C=C2C(=CC=NC2=CC1)NC1=CC=C(C(=O)NC2=CC=C(C=C2)NC2=NC=NC=C2)C=C1 4-((6-Cyanoquinolin-4-yl)amino)-N-(4-(pyrimidin-4-ylamino)phenyl)benzamide 4-((methoxymethoxy)carbonyl)-2,3,5,6-tetramethylphenyl-7-hydroxy-5-methyl-2,3-dihydro-1H-indene-4-carboxylate